(2R,3R,4S,5R,6R)-6-allyl-2-(hydroxymethyl)-5-methoxy-4-(4-(3,4,5-trifluorophenyl)-1H-1,2,3-triazol-1-yl)tetrahydro-2H-pyran-3-ol C(C=C)[C@@H]1[C@@H]([C@H]([C@H]([C@H](O1)CO)O)N1N=NC(=C1)C1=CC(=C(C(=C1)F)F)F)OC